2-(5-methyl-pyrazin-2-yl)-butan CC=1N=CC(=NC1)C(C)CC